tri-(3-octyl) phosphate P(=O)(OC(CC)CCCCC)(OC(CC)CCCCC)OC(CC)CCCCC